FC1=CC=C(C(=C1C([C@@H](C=1OC(NN1)=O)NS(=O)(=O)N1CCC(CC1)C1=NOC2=C1C=C(C=C2)F)C)C)C N-((1S)-2-(6-fluoro-2,3-dimethylphenyl)-1-(5-oxo-4,5-dihydro-1,3,4-oxadiazol-2-yl)propyl)-4-(5-fluoro-benzo[d]isoxazol-3-yl)piperidine-1-sulfonamide